C(=O)O.NC[C@H](CNC(=O)C1CCN(CC1)C(C1=C(C=C(C=C1)NC=1C=2N(C=CN1)C(=CN2)C2=CC=C(C=C2)OC(F)F)C)=O)O (R)-N-(3-amino-2-hydroxypropyl)-1-(4-((3-(4-(difluoromethoxy)phenyl)imidazo[1,2-a]pyrazin-8-yl)amino)-2-methylbenzoyl)piperidine-4-carboxamide formate